C(C)OC1=C(C=CC=C1)NC(CN1CCNCC1)=O 4-(2-((2-ethoxyphenyl)amino)-2-oxoethyl)piperazine